ClC1=C(N(C2=C1C=1C=NNC1C=C2)CC2=CC=C(CCNCCCF)C=C2)C2=C(C=CC=C2)C N-(4-((8-Chloro-7-(o-tolyl)pyrrolo[3,2-e]indazol-6(3H)-yl)methyl)phenethyl)-3-fluoropropan-1-amine